1-(6-(piperidin-1-yl)pyridin-3-yl)prop-2-en-1-one tert-Butyl-N-[[(3S,4S)-1-[4-[(5-cyclopropyl-1H-pyrazol-3-yl)amino]pyrimidin-2-yl]-4-fluoro-pyrrolidin-3-yl]methyl]carbamate C(C)(C)(C)OC(NC[C@H]1CN(C[C@H]1F)C1=NC=CC(=N1)NC1=NNC(=C1)C1CC1)=O.N1(CCCCC1)C1=CC=C(C=N1)C(C=C)=O